C(CCCCCCCCCCCCCCCCC)N1C(=C(C(C2=C(C=C(C=C12)O)O)=O)O)C1=CC=C(C=C1)O N-octadecyl-2-(4-hydroxyphenyl)-3,5,7-trihydroxyquinolin-4-one